3-[[5-[5-(difluoromethyl)-1,3,4-oxadiazol-2-yl]-2-pyridinyl]methyl]-5-[4-(piperazin-1-ylmethyl)phenyl]-1,3,4-oxadiazol-2-thione FC(C1=NN=C(O1)C=1C=CC(=NC1)CN1C(OC(=N1)C1=CC=C(C=C1)CN1CCNCC1)=S)F